methyl 5-[[4-chloro-6-(2,6-dimethylphenyl)pyrimidin-2-yl]sulfamoyl]-1-methyl-pyrazole-3-carboxylate ClC1=NC(=NC(=C1)C1=C(C=CC=C1C)C)NS(=O)(=O)C1=CC(=NN1C)C(=O)OC